4-((5-(6-chloropyridin-3-yl)-1H-pyrazol-3-yl)amino)phenol ClC1=CC=C(C=N1)C1=CC(=NN1)NC1=CC=C(C=C1)O